N,N-diisopropylchloro-phosphoramidite C(C)(C)N(P([O-])Cl)C(C)C